2-[(4-Isothiocyanophenyl)methyl]-1,4,3,10-tetraazacyclododecane-1,4,3,10-tetraacetic acid N(=C=S)C1=CC=C(C=C1)CC1N(CCN(CCCCCN(N1CC(=O)O)CC(=O)O)CC(=O)O)CC(=O)O